N-[4-(4-cyano-1H-pyrazol-1-yl)-3-sulfamoylphenyl]-2-(4-Hydroxyphenyl)acetamide C(#N)C=1C=NN(C1)C1=C(C=C(C=C1)NC(CC1=CC=C(C=C1)O)=O)S(N)(=O)=O